C(CCCCC)C1=NC=CC=N1 hexylpyrimidine